2-(4-(2-chlorophenyl)-2-(pyrrolidin-1-yl)pyridin-3-yl)-1H-benzo[d]imidazole ClC1=C(C=CC=C1)C1=C(C(=NC=C1)N1CCCC1)C1=NC2=C(N1)C=CC=C2